N-(4-amino-5-(2,3-dihydro-[1,4]dioxino[2,3-b]pyridin-6-yl)pyridin-2-yl)acetamide NC1=CC(=NC=C1C1=CC=C2C(=N1)OCCO2)NC(C)=O